N-[(1S,2S)-2-aminocyclohexyl]-2-chloroacetamide N[C@@H]1[C@H](CCCC1)NC(CCl)=O